N-[3-[5-(cyclopropylsulfanyl)-2-(difluoromethoxy)phenyl]-1H-pyrazol-4-yl]pyrazolo[1,5-a]pyrimidine-3-carboxamide C1(CC1)SC=1C=CC(=C(C1)C1=NNC=C1NC(=O)C=1C=NN2C1N=CC=C2)OC(F)F